ClC1=NC=CC(=N1)C1=NC2=CC=C(C=C2C=C1)F (2-chloropyrimidin-4-yl)-6-fluoroquinoline